C(C#C)NC=1C(NC(N([C@H]2C[C@H](O)[C@@H](CO)O2)C1)=O)=O 5-propargylamino-2'-deoxyuridine